N-(4-(tert-butyl)phenyl)-3-(4,4,5,5-tetramethyl-1,3,2-dioxaborolan-2-yl)dibenzo[b,d]furan-2-amine C(C)(C)(C)C1=CC=C(C=C1)NC1=CC2=C(OC3=C2C=CC=C3)C=C1B1OC(C(O1)(C)C)(C)C